O1N=C(C2=C1C=CC=C2)C2=C(C=CC=C2)[C@H](CC2=NC(=CC=C2)N2C[C@@H](CC2)O)N[S@@](=O)C(C)(C)C (S)-N-{(S)-1-[2-(Benzo[d]isoxazol-3-yl)phenyl]-2-[6-((R)-3-hydroxylpyrrolidin-1-yl)pyridine-2-yl]ethyl}-2-methylpropane-2-sulfinamide